1-(2-(methylsulfinylmethyl)-4-nitrophenyl) cyclopropylcarbamate C1(CC1)NC(OC1=C(C=C(C=C1)[N+](=O)[O-])CS(=O)C)=O